C(C)(C)(C)OC(=O)N1CCC2(CN(C(OC2)=O)C=2C=C3C(=NC=NC3=CC2OC)NC2=C(C(=CC=C2)Cl)F)CC1 4-(4-((3-chloro-2-fluorophenyl)amino)-7-methoxyquinazolin-6-yl)-3-oxo-2-oxa-4,9-diazaspiro[5.5]undecane-9-carboxylic acid tert-butyl ester